4-(3-methoxy-4-methyl-phenyl)butanoic acid COC=1C=C(C=CC1C)CCCC(=O)O